FC1=C(C=C(C(=C1)CN1C(=NC=2C(=NC=3N=C(C=CC3C21)OC)C)C)F)S(=O)(=O)N 2,5-difluoro-4-((7-methoxy-2,4-dimethyl-1H-imidazo[4,5-c][1,8]naphthyridin-1-yl)methyl)benzenesulfonamide